C(C)(C)(C)OC(=O)N(C(OC(C)(C)C)=O)C[C@@H]1C[C@H](C1)N1N=C(C=2C1=NC=C(C2)Cl)C2CC2 tert-butyl (tert-butoxycarbonyl)((trans-3-(5-chloro-3-cyclopropyl-1H-pyrazolo[3,4-b]pyridin-1-yl)cyclobutyl)methyl)carbamate